C1CCC2=C(C=3CCCC3C=C12)NC(=O)NS(=O)(=O)C1=CC(=CC=C1)CCCB1OC(C(O1)(C)C)(C)C N-((1,2,3,5,6,7-hexahydro-s-indacen-4-yl)carbamoyl)-3-(3-(4,4,5,5-tetramethyl-1,3,2-dioxaborolan-2-yl)propyl)benzenesulfonamide